(E)-3-(pyridin-2-yl)acrylic acid-3-aminopropyl ester dihydrochloride Cl.Cl.NCCCOC(\C=C\C1=NC=CC=C1)=O